pentamethoxytungsten(V) CO[W](OC)(OC)(OC)OC